NC1=C(N=CC(=N1)N1CCC2(CC1)CC1=C(C=NC=C1)C2N)SC2=C(C(=NC=C2)N)Cl 1'-(6-amino-5-((2-amino-3-chloro-pyridin-4-yl)thio)pyrazin-2-yl)-5,7-dihydrospiro[cyclopenta[c]pyridine-6,4'-piperidin]-7-amine